ClC1=CC=C(C=C1)C1=C(CCC(C1)(C)C)CN1C2CN(C(C1)CC2)C(=O)C=2C=C1CN(C(C1=CC2F)=O)C2C(NC(CC2)=O)=O 3-(5-(5-((4'-chloro-5,5-dimethyl-3,4,5,6-tetrahydro-[1,1'-biphenyl]-2-yl)methyl)-2,5-diazabicyclo[2.2.2]octane-2-carbonyl)-6-fluoro-1-oxoisoindolin-2-yl)piperidine-2,6-dione